2-(o-tolyl)imidazole C1(=C(C=CC=C1)C=1NC=CN1)C